tert-butyl N-[[4-[2-(4-hydroxybut-1-ynyl)thieno[2,3-b]pyridin-4-yl]-2-methyl-phenyl]methyl]carbamate OCCC#CC1=CC=2C(=NC=CC2C2=CC(=C(C=C2)CNC(OC(C)(C)C)=O)C)S1